5-hydroxy-5-methylbicyclo[2.2.1]-2-heptene OC1(C2C=CC(C1)C2)C